[Co]=O.[Al].[Li] lithium-aluminium-cobalt oxide